CC1=CC=NO1 5-methyl-isoxazol